5-(5-(cyclopropylcarbamoyl)-2-methylphenyl)-2-((1-hydroxy-2-methylpropan-2-yl)amino)-N-isopropylnicotinamide C1(CC1)NC(=O)C=1C=CC(=C(C1)C=1C=NC(=C(C(=O)NC(C)C)C1)NC(CO)(C)C)C